CC(CC)C(CC(=O)OCC)C1=CC=NC=C1 Ethyl β-(1-methylpropyl)-4-pyridinepropanoate